S1C2=C(C=C1[C@@H](C)N(C(=O)N)O)C=CC=C2 |r| (±)-1-(1-Benzo[b]thien-2-ylethyl)-1-hydroxyurea